5-(2-bromophenyl)uridine BrC1=C(C=CC=C1)C=1C(NC(N([C@H]2[C@H](O)[C@H](O)[C@@H](CO)O2)C1)=O)=O